NC1=NC=C(C=C1O[C@H](C)C=1C=C(C=CC1)NC(=O)C=1C=C2C(OCC2=CC1)(C)C)C=1C=NN(C1)C (R)-N-(3-(1-((2-amino-5-(1-methyl-1H-pyrazol-4-yl)pyridin-3-yl)oxy)ethyl)phenyl)-3,3-dimethyl-1,3-dihydroisobenzofuran-5-carboxamide